COC1=NC=CC2=C(C=CC=C12)N1N=CC(=C1C(F)(F)F)C(=O)NC1=CC(=NC=C1)C(F)(F)F 1-(1-methoxyisoquinolin-5-yl)-5-(trifluoromethyl)-N-(2-(trifluoromethyl)pyridin-4-yl)-1H-pyrazole-4-carboxamide